ClC=1C=C(C=C(C1)Cl)C1=NC(=CC(=C1)CN1CCC(CC1)CC(=O)O)OC=1C=NC(=NC1)N1CCN(CC(C1)O)C 2-(1-((2-(3,5-dichlorophenyl)-6-((2-(6-hydroxy-4-methyl-1,4-diazepan-1-yl)pyrimidin-5-yl)oxy)pyridin-4-yl)methyl)piperidin-4-yl)acetic acid